1-(4-(4-(tert-butyl)phenyl)-5,5-difluoropent-4-en-1-yl)-4-(4-chlorophenyl)piperidin-4-ol C(C)(C)(C)C1=CC=C(C=C1)C(CCCN1CCC(CC1)(O)C1=CC=C(C=C1)Cl)=C(F)F